5-(4-(2,2-bis(4-methoxyphenyl)-1-phenylethenyl)phenyl)thiophene-2-carboxaldehyde COC1=CC=C(C=C1)C(=C(C1=CC=CC=C1)C1=CC=C(C=C1)C1=CC=C(S1)C=O)C1=CC=C(C=C1)OC